OP(=O)(OC1=CC=CC2=CC=CC=C12)N[C@@H](C)C(=O)OC(C)C isopropyl (hydroxy(naphthalen-1-yloxy)phosphoryl)-L-alaninate